C(C)OC([C@H](CC)C1CCN(CC1)CC1=NC(=CC=C1)C(F)(F)F)=O.C(CCCCCCCCCN)N |r| 1,10-decanediamine (±)-Ethyl-2-(1-((6-(trifluoromethyl)pyridin-2-yl)methyl)piperidin-4-yl)butanoate